C(CCCCCC(C)C)(=O)OCCCCCCC(C)C isononyl iso-nonanoate